N-(4-(5-(2-(3,3-difluoroazetidin-1-yl)-6-methylpyrimidin-4-yl)-1,3,4-thiadiazol-2-yl)-3-(6-azaspiro[2.5]oct-6-yl)phenyl)-2-hydroxyethane-1-sulfonamide FC1(CN(C1)C1=NC(=CC(=N1)C1=NN=C(S1)C1=C(C=C(C=C1)NS(=O)(=O)CCO)N1CCC2(CC2)CC1)C)F